4-(6,7-difluoro-3-quinolylamino)-2-{5-methoxy-6-[4-(3-oxetanyl)-1-piperazinyl]-3-pyridylamino}pyrimidine FC=1C=C2C=C(C=NC2=CC1F)NC1=NC(=NC=C1)NC=1C=NC(=C(C1)OC)N1CCN(CC1)C1COC1